C(CC)C(C(=O)CCCC)=C propyl-butyl-acrolein